C(C)(C)OC(=O)OOC(=O)OC(C)C bis(isopropyl)peroxy-dicarbonate